tert-butyl 2-chloro-3-oxobutyrate ClC(C(=O)OC(C)(C)C)C(C)=O